ClC=1C=NC=CC1C1=NOC(=C1/C=C/C1CCN(CC1)C=1C=C2C(=CC(=NC2=CC1)C(=O)O)C(F)(F)F)C1CC1 (E)-6-(4-(2-(3-(3-chloropyridin-4-yl)-5-cyclopropylisoxazol-4-yl)vinyl)piperidin-1-yl)-4-(trifluoromethyl)quinoline-2-carboxylic acid